(S)-6-ethyl-2-((4-((2-hydroxy-1-phenylethyl)amino)-5-(5-(pyridin-3-yl)-1,3,4-oxadiazol-2-yl)pyrimidin-2-yl)amino)-7,7-dimethyl-6,7-dihydro-5H-pyrrolo[3,4-b]pyridin-5-one C(C)N1C(C2=NC(=CC=C2C1=O)NC1=NC=C(C(=N1)N[C@H](CO)C1=CC=CC=C1)C=1OC(=NN1)C=1C=NC=CC1)(C)C